5-fluoro-2-(iodomethyl)-2,3-dihydrobenzofuran-7-carboxylic acid methyl ester COC(=O)C1=CC(=CC=2CC(OC21)CI)F